NC=1N=CC2=C(N1)N(C=C2)C2=CC(=NC=C2)C#CC2(CCC2)O 1-((4-(2-amino-7H-pyrrolo[2,3-d]pyrimidin-7-yl)pyridin-2-yl)ethynyl)cyclobutane-1-ol